ethyl-3-((1-cyclopentyl-3-methyl-1H-pyrazole-5-carboxamido)methyl)-5-(3-methylbenzyl)-4,5-dihydroisoxazole C(C)C1C(=NOC1CC1=CC(=CC=C1)C)CNC(=O)C1=CC(=NN1C1CCCC1)C